1-(4-fluoro-2,6-dihydroxy-phenyl)ethanone FC1=CC(=C(C(=C1)O)C(C)=O)O